N-[(1R,3S)-3-[[8-bromo-2-(trifluoromethyl)-4-quinolyl]amino]cyclohexyl]-4-methoxy-benzamide BrC=1C=CC=C2C(=CC(=NC12)C(F)(F)F)N[C@@H]1C[C@@H](CCC1)NC(C1=CC=C(C=C1)OC)=O